1,4-dichlorobut-2-yne ClCC#CCCl